(S)-Methyl-2-((S)-3-cyclopropyl-2-(4-methoxy-1H-indole-2-carboxamido)propanamido)-3-((S)-2-oxopyrrolidin-3-yl)propanoate COC([C@H](C[C@H]1C(NCC1)=O)NC([C@H](CC1CC1)NC(=O)C=1NC2=CC=CC(=C2C1)OC)=O)=O